6-(4-methoxybenzyl)-1H-indole COC1=CC=C(CC2=CC=C3C=CNC3=C2)C=C1